CC1=CC=C(S1)C(CCC1=CC=CC=C1)C[N+](=O)[O-] 3-(5-methylthiophene-2-yl)-4-nitro-1-phenylbutane